FC1=C(C(=CC=C1)F)CCC=1C=C(C(NN1)=O)O 6-[2-(2,6-difluorophenyl)ethyl]-4-hydroxy-pyridazin-3(2H)-one